Cl.FC=1C=C2C(=CC=NC2=CC1)OC1CCNCC1 6-fluoro-4-(piperidin-4-yloxy)quinoline hydrochloride